(3-amino-2,4,6-trifluorophenyl)(5-bromo-1-(tetrahydro-2H-pyran-2-yl)-1H-pyrazolo[3,4-b]pyridin-3-yl)methanone NC=1C(=C(C(=CC1F)F)C(=O)C1=NN(C2=NC=C(C=C21)Br)C2OCCCC2)F